C(\C=C\C(=O)O)(=O)O.C(\C=C\C(=O)O)(=O)O.ClC=1C=CC(=C(CN2C[C@H](OCC2)CN)C1)OCC (R)-(4-(5-chloro-2-ethoxybenzyl)morpholin-2-yl)methanamine difumarate